thiomorpholine 8-(2-hydroxybenzoamido)octanoic acid salt OC1=C(C(=O)NCCCCCCCC(=O)O)C=CC=C1.N1CCSCC1